FC(C1=CC(=CC=2B(OCC21)O)C(=O)O)F 4-(difluoromethyl)-1-hydroxy-1,3-dihydrobenzo[c][1,2]oxaborole-6-carboxylic acid